C1(CCCCC1)CCC(C(=O)NC1=CC=CC=C1)(F)F 4-cyclohexyl-2,2-difluoro-N-phenylbutyramide